(S)-tert-butyl 2-((2S,3R)-3-((tert-butoxycarbonyl)amino)-2-hydroxy-4-phenylbutanamido)-2-(2-fluoro-3-(trifluoromethoxy)phenyl)acetate C(C)(C)(C)OC(=O)N[C@@H]([C@@H](C(=O)N[C@H](C(=O)OC(C)(C)C)C1=C(C(=CC=C1)OC(F)(F)F)F)O)CC1=CC=CC=C1